N1=CC(=CC=C1CN1C=CC2=CC=CC(=C12)C(=O)NC1(CC1)C12CC(C1)(C2)C(=O)O)C=2C=NC=CC2 3-(1-(1-([3,3'-Bipyridin]-6-ylmethyl)-1H-indole-7-carboxamido)cyclopropyl)bicyclo[1.1.1]pentane-1-carboxylic Acid